N-(5-Triethoxysilyl-2-aza-2-methyl-pentyl)-N,N',N',N'',N''-pentakis-ethoxymethyl-[1,3,5]triazin-2,4,6-triamin C(C)O[Si](CCCN(CN(C1=NC(=NC(=N1)N(COCC)COCC)N(COCC)COCC)COCC)C)(OCC)OCC